3,7-dimethyloct-6-enenitrile CC(CC#N)CCC=C(C)C